(R)-2-chloro-8-methyl-N-(1-oxaspiro[4.5]decan-8-yl)-8-(trifluoromethyl)-7,8-dihydro-6H-pyrazolo[1,5-a]pyrrolo[2,3-e]pyrimidine-6-carboxamide ClC1=NN2C(N=CC3=C2[C@@](CN3C(=O)NC3CCC2(CCCO2)CC3)(C(F)(F)F)C)=C1